C#C/C=C/C[C@@H]1CCC[C@@]2(N1)CCC[C@@H]([C@H]2/C=C/C#C)O The molecule is an azaspiro compound that is 1-azaspiro[5.5]undecane substituted by a hydroxy group at position 8, a but-1-en-3-yn-1-yl group at position 7 and a pent-3-en-1-yn-5-yl group at position 2 (the 2S,6R,7S,8S stereoisomer). It has a role as a metabolite. It is an azaspiro compound, a secondary alcohol and a terminal acetylenic compound.